styreneAcrylate C(=CC1=CC=CC=C1)C=CC(=O)[O-]